(S)-2-amino-2-(2-chlorophenyl)cyclohexanone tert-butyl-N-[2-hydroxy-2-(1-methylpyrazol-4-yl)propyl]-N-(1-phenylethyl)carbamate C(C)(C)(C)OC(N(C(C)C1=CC=CC=C1)CC(C)(C=1C=NN(C1)C)O)=O.N[C@]1(C(CCCC1)=O)C1=C(C=CC=C1)Cl